alpha-L-glucuronate O[C@H]1[C@@H](O)[C@H](O)[C@@H](O)[C@@H](O1)C(=O)[O-]